8-chloro-2-{[(3R,3'R)-3'-hydroxy-1,4-dihydro-1'H,2H-spiro[isoquinoline-3,4'-piperidin]-1'-yl]carbonyl}imidazo[1,2-a]pyridine-6-carbonitrile ClC=1C=2N(C=C(C1)C#N)C=C(N2)C(=O)N2C[C@H]([C@@]1(CC2)NCC2=CC=CC=C2C1)O